ClC1=C(C(=C(C=C1)C1CCN(CC1)C1=C2C(=NN(C2=CC=C1)C1C(NC(CC1)=O)=O)C)F)F 3-(4-(4-(4-Chloro-2,3-difluorophenyl)piperidin-1-yl)-3-methyl-1H-indazol-1-yl)piperidine-2,6-dione